C(C)C=1OC(OC1)=O ethyldioxolone